N-(4-bromo-5-fluoro-3-methylpyridin-2-yl)-1,1-diphenylmethanimine BrC1=C(C(=NC=C1F)N=C(C1=CC=CC=C1)C1=CC=CC=C1)C